N-(4-(ethylsulfonyl)benzyl)-phenothiazine-2-carboxamide C(C)S(=O)(=O)C1=CC=C(CNC(=O)C2=CC=3NC4=CC=CC=C4SC3C=C2)C=C1